C(CCCCCCCCCCCCCCC)(=O)OCC(COC(CCCCCCCCCCCCCCC)=O)OCCCCOC(CC\C(=C\CC=1C(=C2C(OCC2=C(C1OC)C)=O)O)\C)=O (E)-2-(4-((6-(4-hydroxy-6-methoxy-7-methyl-3-oxo-1,3-dihydroisobenzofuran-5-yl)-4-methylhex-4-enoyl)oxy)butoxy)propane-1,3-diyl dipalmitate